C(CCCC)C(CCCO)CCCCC 4-pentylnonan-1-ol